C(C)(C)OC=1C=CC(=NC1)C1=NSC(=N1)N(C1=NC=CC=C1NC)C N2-(3-(5-isopropoxy-pyridin-2-yl)-1,2,4-thiadiazol-5-yl)-N2,N3-dimethyl-pyridine-2,3-diamine